NC=1SC2=C(N1)C(=CC=C2F)C2=C(C=C1C(=NC(=NC1=C2F)OC[C@]21CCCN1C[C@@H](C2)F)N2CC(C2)CCC#N)C(F)(F)F 3-(1-(7-(2-amino-7-fluorobenzo[d]thiazol-4-yl)-8-fluoro-2-(((2R,7aS)-2-fluorotetrahydro-1H-pyrrolizin-7a(5H)-yl)methoxy)-6-(trifluoromethyl)quinazolin-4-yl)azetidin-3-yl)propanenitrile